ethylhexyl butyrate CCCCCC(CC)OC(=O)CCC